2-acetamido-N-[(1r,3s)-3-{[2-(trifluoromethyl)quinolin-4-yl]amino}cyclohexyl]pyridine-4-carboxamide C(C)(=O)NC1=NC=CC(=C1)C(=O)N[C@H]1C[C@H](CCC1)NC1=CC(=NC2=CC=CC=C12)C(F)(F)F